OC(CCC1=CC=CC=C1)C(C(CCCCCCC)O)O 3,4,5-trihydroxydodecylbenzene